ClC1=C(N=C(NC1=O)C1=CC(=NC=C1)F)N1CCC2(CCCO2)CC1 5-chloro-2-(2-fluoro-4-pyridyl)-4-(1-oxa-8-azaspiro[4.5]decan-8-yl)-1H-pyrimidin-6-one